ClC1=C(NC=2C(=NC(=CC2)C(F)F)C#N)C=CC=C1[C@]1(NC(N(C(C1)=O)C1CCOCC1)=N)C 3-{2-Chloro-3-[(4S)-2-imino-4-methyl-6-oxo-1-(tetrahydropyran-4-yl)hexahydropyrimidin-4-yl]anilino}-6-(difluoromethyl)pyridine-2-carbonitrile